CO[Si](CCCNCC(C[Si](OC)(OC)OC)C)(OC)OC N-(3-trimethoxysilylpropyl)-3-amino-2-methylpropyl-trimethoxysilane